2-((2-chloro-3-(1-ethyl-1H-pyrazol-3-yl)phenyl)mercapto)pyridine ClC1=C(C=CC=C1C1=NN(C=C1)CC)SC1=NC=CC=C1